C=C(C(=O)OC(C)(C)C)C(C)C1=NC(=NO1)C1(CC1)C1=CC=C(C=C1)C(F)(F)F tert-butyl 2-methylene-3-(3-(1-(4-(trifluoromethyl)phenyl)cyclopropyl)-1,2,4-oxadiazol-5-yl)butanoate